2-hydroxyethyl ((3S,5R,8R,9S,10S,12R,13S,14S,17R)-12,14-dihydroxy-10,13-dimethyl-17-(5-oxo-2,5-dihydrofuran-3-yl)hexadecahydro-1H-cyclopenta[a]phenanthren-3-yl)(methyl)carbamate O[C@H]1[C@@]2([C@H](CC[C@@]2([C@@H]2CC[C@@H]3C[C@H](CC[C@@]3([C@H]2C1)C)N(C(OCCO)=O)C)O)C=1COC(C1)=O)C